trans-methyl 3-aminocyclopentanecarboxylate N[C@@H]1C[C@H](CC1)C(=O)OC